C1(=CC=CC=C1)C(C)NN 1-(1-phenylethyl)hydrazine